ClC1=C(OC2=CC3=C(N=C(S3)N3C(OC4=C(C3=O)N=CC=C4OC)=O)C=C2)C=CC(=C1)F 3-(6-(2-chloro-4-fluorophenoxy)benzo[d]thiazol-2-yl)-8-methoxy-2H-pyrido[2,3-e][1,3]oxazine-2,4(3H)-dione